Glycidyloxypropyltri-methoxysilan C(C1CO1)OCCC[Si](OC)(OC)OC